BrC=1C(NC(N([C@H]2C[C@H](O)[C@@H](CO)O2)C1)=O)=O L-5-bromodeoxyuridine